ClC=1C=C(CC2=CC=C(N=N2)NC(=O)C2=NN(C(C=C2)=O)CCC)C=CC1 N-(6-(3-chlorobenzyl)pyridazin-3-yl)-6-oxo-1-propyl-1,6-dihydropyridazine-3-carboxamide